CN1C(C2=C(C(=C1)C=1C=C(C=CC1OC=1C=NC=NC1)NS(=O)(=O)CC)C=CN2)=O N-[3-(6-methyl-7-oxo-6,7-dihydro-1H-pyrrolo[2,3-c]pyridin-4-yl)-4-(pyrimidin-5-yloxy)phenyl]ethanesulfonamide